COC([C@@H](NC([C@@H](NC(=O)OC(C)(C)C)CC1=CC=CC=C1)=O)CC1=CC=CC=C1)=O t-butoxycarbonyl-L-phenylalanyl-L-phenylalanine methyl ester